2-(2-chlorophenyl)-N-(4-((2,4-dichlorophenoxy)methyl)-3-sulfamoylphenyl)acetamide ClC1=C(C=CC=C1)CC(=O)NC1=CC(=C(C=C1)COC1=C(C=C(C=C1)Cl)Cl)S(N)(=O)=O